2,5-dimethoxyphenyl-trifluoromethanesulfonamide COC1=C(C=C(C=C1)OC)NS(=O)(=O)C(F)(F)F